ClC1=CC(=C(N=N1)N)[C@@H]1[C@H](C1)C(F)F 6-Chloro-4-((1S,2S)-2-(difluoromethyl)cyclopropyl)pyridazin-3-amine